1-(5-ethoxy-6-methoxypyridin-3-yl)-2-(methylsulfonyl)ethylamine C(C)OC=1C=C(C=NC1OC)C(CS(=O)(=O)C)N